C1(CCCCC1)N cyclohexane-1-amine